C(C)OC(=O)C1C(=C(C(CC1CC(C)C)=O)CCC(OC)OC)C 3-(3,3-dimethoxypropyl)-6-isobutyl-2-methyl-4-oxo-cyclohex-2-ene-1-carboxylic acid ethyl ester